(3z,6z)-3-(3-fluorobenzylidene)-6-((5-(tert-butyl)-1H-imidazol-4-yl)methylene-d)piperazine-2,5-dione FC=1C=C(\C=C/2\C(N\C(\C(N2)=O)=C(\[2H])/C=2N=CNC2C(C)(C)C)=O)C=CC1